FC=1C(=C2C(=NC(=NN2C1)NC1CCC(CC1)(C)O)OC)C1=CC=2N(C=C1)N=CC2C(=O)NC 5-(6-fluoro-2-(((1s,4s)-4-hydroxy-4-methylcyclohexyl)amino)-4-methoxypyrrolo[2,1-f][1,2,4]triazin-5-yl)-N-methylpyrazolo[1,5-a]pyridine-3-carboxamide